tert-butyl 4-bromo-7-(4-(tert-butoxycarbonyl)piperazin-1-yl)-1H-indole-1-carboxylate BrC1=C2C=CN(C2=C(C=C1)N1CCN(CC1)C(=O)OC(C)(C)C)C(=O)OC(C)(C)C